C1(CCC1)C=1C(=NN(C1NC(OC1CC(C1)(F)F)=O)C)[C@@H]1C(C1)(F)F |r| rac-3,3-difluorocyclobutyl (R)-(4-cyclobutyl-3-(2,2-difluoro-cyclopropyl)-1-methyl-1H-pyrazol-5-yl)carbamate